(1r,2s,3s,5s)-2-fluoro-3-((3-(7-methoxy-2-methyl-1-oxo-1,2-dihydro-phthalazin-6-yl)-1,2,4-triazin-6-yl)(methyl)amino)-8-azabicyclo[3.2.1]octane-8-carboxylic acid tert-butyl ester C(C)(C)(C)OC(=O)N1[C@H]2[C@H]([C@H](C[C@@H]1CC2)N(C)C2=CN=C(N=N2)C=2C=C1C=NN(C(C1=CC2OC)=O)C)F